C(CCCCCC(C(=O)N)CC1=CC(=C(C(=C1)C(C)(C)C)O)C(C)(C)C)C(C(=O)N)CC1=CC(=C(C(=C1)C(C)(C)C)O)C(C)(C)C hexane-1,6-diylbis(3-(3,5-di-tert-butyl-4-hydroxyphenyl)propionamide)